2,2-dimethylpent-4-enal CC(C=O)(CC=C)C